N-(4-(aminomethyl)cyclohexyl)-2-methyl-6-(4-methylpiperidin-1-yl)pyridin-3-amine NCC1CCC(CC1)NC=1C(=NC(=CC1)N1CCC(CC1)C)C